N-(2-(4,4-Difluoropiperidin-1-yl)-6-methylpyridin-4-yl)-4-((2-hydroxyethyl)sulfonamido)-2-(6-azaspiro[2.5]octan-6-yl)benzamide FC1(CCN(CC1)C1=NC(=CC(=C1)NC(C1=C(C=C(C=C1)NS(=O)(=O)CCO)N1CCC2(CC2)CC1)=O)C)F